FC1=C(C=C(C=C1)C1=NC=CC=C1C=1C=CC=2N(C1)C(=CN2)C(=O)NCCN2CCOCC2)C 6-(2-(4-Fluoro-3-methylphenyl)pyridin-3-yl)-N-(2-morpholinoethyl)imidazo[1,2-a]pyridin-3-carboxamid